C(C)N1C(=CC2=CC(=CC=C12)CNC1=CNOC=C1)C#CCNC(NC1=CC=CC=C1)=O 3-[3-(1-ethyl-5-{[(oxazin-4-yl)amino]methyl}-1H-indol-2-yl)prop-2-yn-1-yl]-1-phenylurea